[Na].O1CCN(CC1)CCC 3-morpholinopropane sodium